C(CCCCCCC\C=C/C\C=C/CCCCC)(=O)OCC(COC(CCC(OCC\C=C/CCCC)OCC\C=C/CCCC)=O)CO 3-((4,4-bis(((Z)-oct-3-en-1-yl)oxy)butanoyl)oxy)-2-(hydroxymethyl)propyl (9Z,12Z)-octadeca-9,12-dienoate